C[C@H]1CN(CCN1)C(=O)C=1N=C(SC1)C=1C=NN(C1)C1=C(C=CC=C1)OC(F)(F)F (3S)-3-methyl-1-(2-{1-[2-(trifluoromethoxy)phenyl]-1H-pyrazol-4-yl}-1,3-thiazole-4-carbonyl)piperazine